(S)-4-((2-(dimethylamino)-2-oxoethyl)(4-(5,6,7,8-tetrahydro-1,8-naphthyridin-2-yl)butyl)amino)-2-((6-methyl-2-(pyridin-4-yl)pyrimidin-4-yl)amino)butanoic acid CN(C(CN(CC[C@@H](C(=O)O)NC1=NC(=NC(=C1)C)C1=CC=NC=C1)CCCCC1=NC=2NCCCC2C=C1)=O)C